S(N)(OCC[C@@H]1OC(O[C@H]1C1=CC=CC=C1)(C)C)(=O)=O ((4S,5S)-5-phenyl-2,2-dimethyl-1,3-dioxolan-4-yl)ethyl sulfamate